1-((4-(tert-butyl)phenyl)sulfonyl)piperazine C(C)(C)(C)C1=CC=C(C=C1)S(=O)(=O)N1CCNCC1